4-(6-(7-ethoxy-2-methylimidazo[1,2-a]pyridine-6-carboxamido)pyridazin-3-yl)-3,6-dihydropyridine-1(2H)-carboxylic acid tert-butyl ester C(C)(C)(C)OC(=O)N1CCC(=CC1)C=1N=NC(=CC1)NC(=O)C=1C(=CC=2N(C1)C=C(N2)C)OCC